N-((7R)-2-cyano-2-azabicyclo[2.2.1]heptan-7-yl)-5-(2-(phenylthio)phenyl)-1H-pyrazole-3-carboxamide C(#N)N1C2CCC(C1)[C@H]2NC(=O)C2=NNC(=C2)C2=C(C=CC=C2)SC2=CC=CC=C2